6-acetyl-8-cyclopentyl-2-((4-(4-(3-hydroxypropyl)piperidin-1-yl)phenyl)amino)-5-methylpyrido[2,3-d]pyrimidin-7(8H)-one C(C)(=O)C1=C(C2=C(N=C(N=C2)NC2=CC=C(C=C2)N2CCC(CC2)CCCO)N(C1=O)C1CCCC1)C